BrC1=C(C=NS1)C(O)C=1N=NN(C1)CC (5-bromoisothiazol-4-yl)(1-ethyl-1H-1,2,3-triazol-4-yl)methanol